(1R,2R,4S,6S)-6-cyclopropyl-2-(hydroxymethyl)-2-(methoxymethyl)quinuclidin-3-one C1(CC1)[C@@H]1C[C@H]2C([C@](N1CC2)(COC)CO)=O